CYCLOHEXENONE C1CC=CC(=O)C1